C(CCCCCCCCCCC\C=C/CCCCCCCCCCCCCCCCCCCCCCCC\C=C/CCCCCCCCCCCC(=O)N)(=O)N octamethylenebiserucic acid amide